tert-butyl ((6-cyclopropyl-8-(2-oxooxazolidin-3-yl)imidazo[1,2-a]pyridin-2-yl)methyl)carbamate C1(CC1)C=1C=C(C=2N(C1)C=C(N2)CNC(OC(C)(C)C)=O)N2C(OCC2)=O